C(C)(C)(C)OC(=O)N1CC(C1)S(=O)(=O)C=1C=CC=2N(C1)C(=CN2)N2N=CC(=C2)C2=C(C=CC(=C2)C(NC2CC2)=O)C 3-{3-[4-(5-cyclopropylcarbamoyl-2-methyl-phenyl)-pyrazol-1-yl]-imidazo[1,2-a]pyridine-6-sulfonyl}-azetidine-1-carboxylic acid tert-butyl ester